2-[(2E)-2-(aminomethyl)-3-fluoroprop-2-en-1-yl]-4-{6-[4-(morpholin-4-ylcarbonyl)phenyl]pyridin-2-yl}-2,4-dihydro-3H-1,2,4-triazol-3-one hydrochloride Cl.NC/C(/CN1N=CN(C1=O)C1=NC(=CC=C1)C1=CC=C(C=C1)C(=O)N1CCOCC1)=C\F